ON=C1C2=CC=CC=C2C(C=2NC=[N+](C21)C)=O 4-(Hydroxyimino)-3-methyl-9-oxo-4,9-dihydro-1H-naphtho[2,3-d]imidazole-3-ium